6-({[2-(2-aminoethoxy)ethyl]amino}methyl)-2-[6-(ethylamino)-4-[2-methyl-4-(4-methyl-1,2,4-triazol-3-yl)pyrazol-3-yl]pyridin-2-yl]-4-(trifluoromethyl)-3H-isoindol-1-one NCCOCCNCC1=CC(=C2CN(C(C2=C1)=O)C1=NC(=CC(=C1)C=1N(N=CC1C1=NN=CN1C)C)NCC)C(F)(F)F